3-(trans-4-(2-(4-(6-fluoro-4-(4-fluorophenyl)pyridin-2-yl)piperazin-1-yl)ethyl)cyclohexyl)-1,1-dimethylurea FC1=CC(=CC(=N1)N1CCN(CC1)CC[C@@H]1CC[C@H](CC1)NC(N(C)C)=O)C1=CC=C(C=C1)F